2-(2-(((2R,4R)-1-(1H-imidazole-1-carbonyl)-4-((4-(nonanoyloxy)-3-((nonanoyloxy)methyl)butanoyl)oxy)pyrrolidin-2-yl)methoxy)-2-oxoethyl)propane-1,3-diyl dinonanoate C(CCCCCCCC)(=O)OCC(COC(CCCCCCCC)=O)CC(=O)OC[C@@H]1N(C[C@@H](C1)OC(CC(COC(CCCCCCCC)=O)COC(CCCCCCCC)=O)=O)C(=O)N1C=NC=C1